N-[2-(1H-indol-4-yl)ethyl]-4-[(4-methoxyphenoxy)acetamido]benzamide N1C=CC2=C(C=CC=C12)CCNC(C1=CC=C(C=C1)NC(COC1=CC=C(C=C1)OC)=O)=O